1,3-diphosphoglyceric acid P(=O)(O)(O)OC(C(O)COP(=O)(O)O)=O